ClC1=NN(C(=C1)I)S(=O)(=O)N(C)C 3-chloro-5-iodo-N,N-dimethyl-1H-pyrazole-1-sulfonamide